[Cl-].FC(C1=NN=C(S1)OC1=CC=C(C=C1)C1CC[NH2+]CC1)(F)F 4-(4-((5-(trifluoromethyl)-1,3,4-thiadiazol-2-yl)oxy)phenyl)piperidin-1-ium chloride